ClC1=CC(=C(C=C1)N1CCC(CC1)C(=O)NCC1=C(C(=C(C=C1)C(F)(F)F)C=1NC(C=C(N1)C(F)(F)F)=O)F)F 1-(4-chloro-2-fluorophenyl)-N-{2-fluoro-3-[6-oxo-4-(trifluoromethyl)-1,6-dihydropyrimidin-2-yl]-4-(trifluoromethyl)benzyl}piperidine-4-carboxamide